C(C)(C)(C)OC(=O)N1CC2=C(N=C(N=C2)N)C(C1)(F)F 2-Amino-8,8-difluoro-7,8-dihydropyrido[4,3-d]pyrimidine-6(5H)-carboxylic acid tert-butyl ester